ClC[C@]1([C@H]([C@@H]([C@@H](O1)N1C(NC(C(=C1)C)=O)=O)F)O)CO 1-((2R,3S,4R,5R)-5-(chloromethyl)-3-fluoro-4-hydroxy-5-(hydroxymethyl)tetrahydrofuran-2-yl)-5-methylpyrimidine-2,4(1H,3H)-dione